CC1=NC=C(N1C)CCCN(C)CCCC=1N(C(=NC1)C)C N,N-bis(3-(2,3-dimethylimidazolyl)propyl)-N-methyl-amine